N=C1SCC(N1C1=C(C=CC(=C1)C)OCC(F)(F)F)=O 2-imino-3-(5-methyl-2-(2,2,2-trifluoroethoxy)phenyl)thiazolidin-4-one